ClC1=C(C=CC=C1)C1=NN=C(S1)C=1C(=NOC1C(=O)N)CCO (5-(2-chlorophenyl)-1,3,4-thiadiazol-2-yl)-3-(2-hydroxyethyl)isoxazole-5-carboxamide